(S)-3-(2-(3-(aminomethyl)pyrrolidin-1-yl)ethyl)-4-(cyclopropylmethoxy)benzonitrile hydrochloride Cl.NC[C@H]1CN(CC1)CCC=1C=C(C#N)C=CC1OCC1CC1